CN1C=CN2N=CC(=C21)C(=O)N2CC1(C2)CC(C1)N(C([O-])=O)C1=CC(=CC=C1)C(F)(F)F 2-(1-methyl-1H-imidazo[1,2-b]pyrazole-7-carbonyl)-2-azaspiro[3.3]heptan-6-yl(3-(trifluoromethyl)phenyl)carbamate